(2R,5S)-5-(azidomethyl)-2-(4-(3,5-difluorophenoxy)phenyl)-1,4-thiazepan-3-one N(=[N+]=[N-])C[C@H]1NC([C@H](SCC1)C1=CC=C(C=C1)OC1=CC(=CC(=C1)F)F)=O